NC1=CC=C(C=C1)C[C@@H](C=1N=C(SC1)C=1SC=CC1)NC(CCC1=CC=CC=C1)=O (S)-1-(((S)-2-(4-aminophenyl)-1-(2-(thiophen-2-yl)thiazol-4-yl)ethyl)amino)-1-oxo-3-phenylpropan